NCCCNCCCCO 4-((3-aminopropyl)amino)butane-1-ol